CC1(CC[C@@H](CN1)NC1=NC=C(C(=N1)C1=CNC=2C(N(CCCC21)C2COC2)=O)C(F)(F)F)C 3-(2-{[(3S)-6,6-dimethylpiperidin-3-yl]amino}-5-(trifluoromethyl)pyrimidin-4-yl)-7-(oxetan-3-yl)-1H,4H,5H,6H,7H,8H-pyrrolo[2,3-c]azepin-8-one